Dimethyl 4,5-bis(2-(benzyloxy)ethyl)phthalate C(C1=CC=CC=C1)OCCC=1C=C(C(C(=O)OC)=CC1CCOCC1=CC=CC=C1)C(=O)OC